C(C)(C)OC=1C=C(C=NC1)C=O (5-isopropoxypyridin-3-yl)methanone